BrC1=C(C=C(C=C1)C)C 4-bromometa-xylene